2-((1-(9-methyl-5-morpholino-2-(trifluoromethyl)imidazo[1,2-c]quinazolin-7-yl)ethyl)amino)benzoic acid CC1=CC=2C=3N(C(=NC2C(=C1)C(C)NC1=C(C(=O)O)C=CC=C1)N1CCOCC1)C=C(N3)C(F)(F)F